N-(4-((Tert-butyldimethylsilyl)oxy)-2-methylphenyl)-4-chloro-5-(trifluoro-methyl)pyrimidin-2-amine [Si](C)(C)(C(C)(C)C)OC1=CC(=C(C=C1)NC1=NC=C(C(=N1)Cl)C(F)(F)F)C